(7s)-3-(2-(1H-pyrazol-5-yl)-5-(2,4,4-trimethylpent-2-ylamino)thieno[3,2-b]pyridin-7-ylamino)-2,2-dimethyl-1-propanol N1N=CC=C1C1=CC2=NC(=CC(=C2S1)NCC(CO)(C)C)NC(C)(CC(C)(C)C)C